1,2,4-triazole-3,5-dicarboxylic acid N=1N=C(NC1C(=O)O)C(=O)O